[N+](=O)([O-])C1=C(N)C=C(C=C1)SC1=CC(=C(C(=C1)OC)OC)OC 2-nitro-5-((3,4,5-trimethoxyphenyl)thio)aniline